[Se](O)O selenoalcohol